dithio-bis-ethane CCSSCC